ClC1=CC(=C(C=C1Cl)C(C1CCN(CC1)C(=O)OC(C)(C)C)N1N=CC=C1)OC tert-butyl 4-[(4,5-dichloro-2-methoxyphenyl)(1H-pyrazol-1-yl)methyl]piperidine-1-carboxylate